[N+](=O)([O-])C=1C=CC(=NC1)CN (5-nitro-2-pyridyl)methanamine